N1C[C@H](CC1)NC(O[C@H]1[C@H](NC[C@@H]1O)CC1=CC=C(C=C1)OC)=O (2R,3S,4S)-4-hydroxy-2-[(4-methoxyphenyl) methyl]pyrrolidin-3-yl N-[(3S)-pyrrolidin-3-yl]carbamate